2-(3-azabicyclo[3.1.0]hexane-3-yl)-6-methylpyrimidine-4-carbohydrazide C12CN(CC2C1)C1=NC(=CC(=N1)C(=O)NN)C